C(=O)C1CC2=C(C(=NC(=C2C)OCC2N(CCOC2)C(=O)OC(C)(C)C)C)C1 tert-butyl 3-[(6-formyl-1,4-dimethyl-6,7-dihydro-5H-cyclopenta[c]pyridin-3-yl)oxymethyl]morpholine-4-carboxylate